(2S,3S,4S,5R,6S)-3,4,5-trihydroxy-6-(4-((6-hydroxy-2,2-dimethyl-5-oxo-3,4,5,6-tetrahydro-2H-benzo[h]chromen-6-yl)methyl)-3-methoxyphenoxy)tetrahydro-2H-pyran-2-carboxylic acid O[C@@H]1[C@H](O[C@H]([C@@H]([C@H]1O)O)OC1=CC(=C(C=C1)CC1(C(C=2CCC(OC2C2=C1C=CC=C2)(C)C)=O)O)OC)C(=O)O